bis((R)-2-hydroxy-2-phenylacetyloxy)copper O[C@@H](C(=O)O[Cu]OC([C@H](O)C1=CC=CC=C1)=O)C1=CC=CC=C1